ClC=1C(=CC=C(C1)N)N 5-chloro-1,4-diaminobenzene